N[Pt](N)(N)(N)(Cl)(Cl)(Cl)Cl.[Pt] platinum tetra-amino-platinum tetra-chloride